(2S,4S)-4-hydroxy-2-(hydroxymethyl)pyrrolidine-1-carboxylic acid tert-butyl ester C(C)(C)(C)OC(=O)N1[C@@H](C[C@@H](C1)O)CO